NC1=NN(C=C1)[C@@H](C#N)C (R)-2-(3-Amino-1H-pyrazol-1-yl)propanenitrile